3-ethyl-4-(3-(4-(3-(4-methylpiperazin-1-yl)prop-1-yn-1-yl)-1H-imidazol-2-yl)-1H-indazol-6-yl)phenol C(C)C=1C=C(C=CC1C1=CC=C2C(=NNC2=C1)C=1NC=C(N1)C#CCN1CCN(CC1)C)O